N1(N=CC=2C1=NC=CC2)C[C@H]2[C@H]([C@H]([C@H](OC2)CO)O)O (2R,3R,4R,5R)-5-((1H-pyrazolo[3,4-b]pyridin-1-yl)methyl)-2-(hydroxymethyl)tetrahydro-2H-pyran-3,4-diol